2-(2,6-dioxopiperidin-3-yl)-4-fluoro-1-oxo-N-((R)-2,2,2-trifluoro-1-(3-fluoropyridin-2-yl)ethyl)isoindoline-5-carboxamide O=C1NC(CCC1N1C(C2=CC=C(C(=C2C1)F)C(=O)N[C@@H](C(F)(F)F)C1=NC=CC=C1F)=O)=O